[Si]([O-])([O-])([O-])[O-].[La+3].[Si]([O-])([O-])([O-])[O-].[Si]([O-])([O-])([O-])[O-].[La+3].[La+3].[La+3] lanthanum silicate